O-(3,5-dichloro-4-(3-((5-(trifluoromethyl) pyridin-2-yl) oxy) propoxy) phenyl) dimethylaminothiocarboxylate CN(C)C(=S)OC1=CC(=C(C(=C1)Cl)OCCCOC1=NC=C(C=C1)C(F)(F)F)Cl